2'-((5-(4-isopropylpiperazin-1-yl)pyridin-2-yl)amino)-7',8'-dihydro-6'H-spiro[cyclohexane-1,9'-pyrazino[1',2':1,5]pyrrolo[2,3-d]pyrimidin]-6'-one di-hydrochloride Cl.Cl.C(C)(C)N1CCN(CC1)C=1C=CC(=NC1)NC=1N=CC2=C(N1)N1C(=C2)C(NCC12CCCCC2)=O